N[C@H]1C[C@H](CCCC1)OC1=C(C(=CC=C1)F)C1=CC(=NN1)NC=1N=CC(=NC1)C#N 5-((5-(2-(((1S,3R)-3-aminocycloheptyl)oxy)-6-fluorophenyl)-1H-pyrazol-3-yl)amino)pyrazine-2-carbonitrile